OCCCC(=O)O.OCCCC(=O)O 4-hydroxybutyric acid (4-hydroxybutyrate)